4-(cyclobutylamino)-2-(4-hydroxycycloheptylamino)pyrimidine-5-carboxamide C1(CCC1)NC1=NC(=NC=C1C(=O)N)NC1CCC(CCC1)O